tert-butyl ((4-(5-chloro-2-ethoxybenzyl)morpholin-2-yl)methyl)carbamate ClC=1C=CC(=C(CN2CC(OCC2)CNC(OC(C)(C)C)=O)C1)OCC